ClC1=C2NC(C=3N(C2=C(C(=C1F)C1=C2C=NN(C2=CC(=C1)F)S(=O)(=O)C)C)C(=NN3)C)(C)C 6-chloro-7-fluoro-8-(6-fluoro-1-methylsulfonyl-1H-indazol-4-yl)-1,4,4,9-tetramethyl-5H-[1,2,4]triazolo[4,3-a]quinoxaline